prop-2-yl 4-methylbenzenesulfonate CC1=CC=C(C=C1)S(=O)(=O)OC(C)C